cholestan-3β,5,25-Triol CC(C)(CCC[C@@H](C)[C@H]1CC[C@H]2[C@@H]3CCC4(C[C@H](CC[C@]4(C)[C@H]3CC[C@]12C)O)O)O